N-(1-piperidinylmethyl)maleimide N1(CCCCC1)CN1C(C=CC1=O)=O